2,2-bis(4,4-di-(tert-butylperoxy)cyclohexyl)propane ethyl-3-(dibenzylamino)-2,2-difluoropropionate C(C)OC(C(CN(CC1=CC=CC=C1)CC1=CC=CC=C1)(F)F)=O.C(C)(C)(C)OOC1(CCC(CC1)C(C)(C)C1CCC(CC1)(OOC(C)(C)C)OOC(C)(C)C)OOC(C)(C)C